4-[[5-[(E)-2-[4-(trifluoromethyl)phenyl]vinyl]-2-thienyl]methyl]-1,2,4-triazol-3-one hydrochloride Cl.FC(C1=CC=C(C=C1)/C=C/C1=CC=C(S1)CN1C(NN=C1)=O)(F)F